(S)-1-ethyl-6-((4-((2-hydroxy-1-phenylethyl)amino)-5-(1,3,4-oxadiazol-2-yl)pyridin-2-yl)amino)-1,2-dihydro-3H-pyrazolo[3,4-b]pyridin-3-one C(C)N1NC(C=2C1=NC(=CC2)NC2=NC=C(C(=C2)N[C@H](CO)C2=CC=CC=C2)C=2OC=NN2)=O